COC=1C(=C(C=CC1)[C@H]1N(CC[C@H]1O)C1=CC=C(C=C1)OC)C (2R,3R)-2-(3-methoxy-2-methyl-phenyl)-1-(4-methoxyphenyl)pyrrolidin-3-ol